2-[(R)-cyclobutanesulfinyl]-4-(1-methyl-1H-pyrazol-5-yl)-6-(quinazolin-7-yl)thieno[2,3-b]pyridin-3-amine C1(CCC1)[S@@](=O)C1=C(C=2C(=NC(=CC2C2=CC=NN2C)C2=CC=C3C=NC=NC3=C2)S1)N